S1C(=NC2=C1C=CC=C2)/C=C/C(=O)N2O[C@@H](C(N1[C@@H]2CN(C([C@@H]1CC(C)(C)C)=O)C1CCN(CC1)CCCCO)=O)CC(C)C (3R,6S,9aS)-1-((E)-3-(benzo[d]thiazol-2-yl)acryloyl)-8-(1-(4-hydroxybutyl)piperidin-4-yl)-3-isobutyl-6-neopentyltetrahydropyrazino[2,1-c][1,2,4]oxadiazine-4,7(3H,6H)-dione